FC=1C=NC=CC1C1=NN2C(C(NCC2)=O)=C1I 2-(3-fluoropyridin-4-yl)-3-iodo-5H,6H,7H-pyrazolo[1,5-a]pyrazin-4-one